(S)-4-(2-(3-Chloro-4-cyanophenyl)-3-methyl-2,8-diazaspiro[4.5]decan-8-yl)benzoic acid ClC=1C=C(C=CC1C#N)N1CC2(C[C@@H]1C)CCN(CC2)C2=CC=C(C(=O)O)C=C2